N-(3-(dimethylamino)propyl)decanoamide titanium-zinc [Zn].[Ti].CN(CCCNC(CCCCCCCCC)=O)C